3-chloro-2-(2,2-difluorovinyl)-6-methylphenol ClC=1C(=C(C(=CC1)C)O)C=C(F)F